7-(5-((2-(3,5-dimethylisoxazol-4-yl)pyrrolidin-1-yl)sulfonyl)-2-methylphenyl)imidazo[2,1-f][1,2,4]triazin-4-amine CC1=NOC(=C1C1N(CCC1)S(=O)(=O)C=1C=CC(=C(C1)C1=CN=C2C(=NC=NN21)N)C)C